CC1=C(C=CC=C1COC=1C=C(C(=C2CCCC12)CN1[C@@H](CCCC1)C(=O)O)OCC1CN(CCC1)C)C1=CC=CC=C1 (2S)-1-((7-((2-methyl-[1,1'-biphenyl]-3-yl)methoxy)-5-((1-methylpiperidin-3-yl)methoxy)-2,3-dihydro-1H-inden-4-yl)methyl)piperidine-2-carboxylic acid